C1(CC1)C=1C=CC(=C(C1)NC(=O)C=1OC(=CC1)C1CCOCC1)N1CCC(CCC1)(C)O N-(5-cyclopropyl-2-(4-hydroxy-4-methylazepan-1-yl)phenyl)-5-(tetrahydro-2H-pyran-4-yl)furan-2-carboxamide